I[C@]1([C@](CCCC1)(N)I)N cis-diiodo-(1R,2R)-1,2-cyclohexanediamine